6H-imidazo[1,2-c]Pyrimidine-5-thione N=1C=CN2C(NC=CC21)=S